C(#N)C=1C=C(C(=C(C1)NC1=NC=2N(C(=N1)NC1CC1)N=CC2C#N)OC)N2[C@H](CNCC2)C (S)-2-((5-cyano-2-methoxy-3-(2-methyl-piperazin-1-yl)phenyl)amino)-4-(cyclopropylamino)pyrazolo[1,5-a][1,3,5]triazine-8-carbonitrile